FC(CN1C(=NC=C1)S(=O)(=O)NC=1C=CC(=C2C=CC=NC12)OC1=CC(=CC=C1)C(F)(F)F)(F)F 1-(2,2,2-trifluoroethyl)-N-[5-[3-(trifluoromethyl)phenoxy]-8-quinolyl]imidazole-2-sulfonamide